N1=C(C=CC(=C1)[C@H](C(=O)NC1=NC=C(C(=C1)C1=CN=C2N1CC(C2)(C)C)Cl)C)C=2C=NC=CC2 (R)-2-([2,3'-bipyridin]-5-yl)-N-(5-chloro-4-(6,6-dimethyl-6,7-dihydro-5H-pyrrolo[1,2-a]imidazol-3-yl)pyridin-2-yl)propionamide